C(CCCCCCC\C=C/C=C/CCCC)O (Z,E)-9,11-hexadecadien-1-ol